4-chlorobenzyl (S)-1-(2-((tert-butoxycarbonyl) amino)-6-methylphenyl)-1H-indole-2-carboxylate C(C)(C)(C)OC(=O)NC1=C(C(=CC=C1)C)N1C(=CC2=CC=CC=C12)C(=O)OCC1=CC=C(C=C1)Cl